C(C1=CC=CC=C1)OC(=O)N[C@@H](COC(CCC(C(=O)[O-])NC(=O)OC(C)(C)C)=O)C (R)-2-benzyloxycarbonylaminopropyl-4-t-butoxycarbonylaminoglutarate